CN1C(=NN=C1)S[C@@H](C)C1=CC(=CC=C1)C1=CC(=NO1)C1=CC(=CC=C1)C 4-methyl-3-[[(1S)-1-[3-[3-(3-methylphenyl)-1,2-oxazol-5-yl]phenyl]ethyl]sulfanyl]-4H-1,2,4-triazole